ethyl 5-(benzoylcarbamothioylamino)-1-(2,4-difluorophenyl)pyrazole-4-carboxylate C(C1=CC=CC=C1)(=O)NC(=S)NC1=C(C=NN1C1=C(C=C(C=C1)F)F)C(=O)OCC